(1S,3S,4S)-4-[2-(4-chloro-3-fluorophenoxy)acetamido]-3-hydroxy-N-[cis-3-(trifluoromethoxy)cyclobutyl]cyclohexane-1-carboxamide ClC1=C(C=C(OCC(=O)N[C@@H]2[C@H](C[C@H](CC2)C(=O)N[C@@H]2C[C@@H](C2)OC(F)(F)F)O)C=C1)F